3,6-bis(3,5-dimethylphenyl)-9H-carbazole CC=1C=C(C=C(C1)C)C=1C=CC=2NC3=CC=C(C=C3C2C1)C1=CC(=CC(=C1)C)C